NC=1N=NC(=CC1N1CC2CCC(C1)N2C2=CC(=NC=C2)C#CCN2CCC(CC(C2)(C)C)O)C2=C(C=CC=C2)O 1-[3-[4-[3-[3-amino-6-(2-hydroxyphenyl)pyridazin-4-yl]-3,8-diazabicyclo[3.2.1]octan-8-yl]-2-pyridyl]prop-2-ynyl]-6,6-dimethyl-azepan-4-ol